1-(2-methoxy-6-nitrophenyl)-N-methylmethanamine COC1=C(C(=CC=C1)[N+](=O)[O-])CNC